benzyl (S)-(1-trans-(4-aminocyclohexyl)propan-2-yl)carbamate NC1CCC(CC1)C[C@H](C)NC(OCC1=CC=CC=C1)=O